COC=1C=C(C=CC1OC)C(C1CCN(CC1)C(=O)OC(C)(C)C)C=1C=NC=CC1 tert-Butyl 4-[(3,4-dimethoxyphenyl)(pyridin-3-yl)methyl]piperidine-1-carboxylate